N-((5-(5-(difluoromethyl)-1,3,4-oxadiazol-2-yl)thiazol-2-yl)methyl)-N-(pyrazin-2-yl)ethanesulfonamide FC(C1=NN=C(O1)C1=CN=C(S1)CN(S(=O)(=O)CC)C1=NC=CN=C1)F